Benzonitrile hydrochloride Cl.C(C1=CC=CC=C1)#N